4-(5-iodo-7-toluenesulfonyl-7H-pyrrolo[2,3-d]pyrimidin-4-yl)-3-methylpiperazine-1-carboxylic acid tert-butyl ester C(C)(C)(C)OC(=O)N1CC(N(CC1)C=1C2=C(N=CN1)N(C=C2I)S(=O)(=O)CC2=CC=CC=C2)C